N-(1-(4-methoxyphenyl)ethyl)benzamide COC1=CC=C(C=C1)C(C)NC(C1=CC=CC=C1)=O